(4-nitro-phenyl)-amine [N+](=O)([O-])C1=CC=C(C=C1)N